CN(CCN(C=1C(=CC(=C(C1)OC)NC1=NC=CC(=N1)C=1C=NN2C1C=CC=C2)N)C)C N1-(2-Dimethylaminoethyl)-5-methoxy-N1-methyl-N4-(4-pyrazolo[1,5-a]pyridin-3-ylpyrimidin-2-yl)benzene-1,2,4-triamine